1-(((3S)-1-((3-cyano-1-azetidinyl)sulfonyl)-3-piperidinyl)carbonyl)-N-(4-(fluoromethyl)benzyl)-D-prolinamide C(#N)C1CN(C1)S(=O)(=O)N1C[C@H](CCC1)C(=O)N1[C@H](CCC1)C(=O)NCC1=CC=C(C=C1)CF